1-(1,3-benzodioxol-4-yl)-N-(3-quinolylmethyl)methanamine O1COC2=C1C=CC=C2CNCC=2C=NC1=CC=CC=C1C2